C(C)(C)(C)OC(=O)N1C[C@@H]2C([C@@H]2C1)C=1N=C2N(C=C(C=C2OC)C=2C=C(C=3N(N2)C=C(N3)C)C(F)F)C1 (1S,5R)-6-[6-[8-(difluoromethyl)-2-methyl-imidazo[1,2-b]pyridazin-6-yl]-8-methoxy-imidazo[1,2-a]pyridin-2-yl]-3-azabicyclo[3.1.0]hexane-3-carboxylic acid tert-butyl ester